(2S)-piperidin-2-ylmethanol N1[C@@H](CCCC1)CO